resorcinol bisphosphonate P(O)(O)=O.P(O)(O)=O.C1(O)=CC(O)=CC=C1